N1(CCCC1)C[B-](F)(F)F.[K+].[N+](=O)([O-])C=1C=C(CN2CCOCC2)C=CC1N1CCCCC1 4-(3-nitro-4-(piperidin-1-yl)benzyl)morpholine potassium (pyrrolidin-1-ylmethyl)trifluoroborate